Diethyl (1-(2-hydroxyphenyl)pentyl)phosphonate OC1=C(C=CC=C1)C(CCCC)P(OCC)(OCC)=O